COC=1C=C2C(=NC(=NC2=CC1OC)N1N=CC(=C1)C1=CC=C(C=C1)S(=O)(=O)C)C1=CC=C(C=C1)C 6,7-dimethoxy-2-(4-(4-(methylsulfonyl)phenyl)-1H-pyrazol-1-yl)-4-(p-tolyl)quinazoline